Hydroxyhexadecane OCCCCCCCCCCCCCCCC